2-[3-(1,1-difluoroethyl)-4-fluorophenyl]-1-(4-{[1,2,4]triazolo[4,3-b]pyridazin-6-yl}piperazin-1-yl)ethan-1-one FC(C)(F)C=1C=C(C=CC1F)CC(=O)N1CCN(CC1)C=1C=CC=2N(N1)C=NN2